(1r,4r)-4-aminocyclohexanol C1CC(CCC1N)O